C(C=C)OC1=C(C(=CC(=N1)C1=NC=CC=C1)C1=CC=C(C=C1)C(C)C)C#N 6-Allyloxy-4-(4-isopropyl-phenyl)-[2,2']bipyridinyl-5-carbonitrile